methyl 2-(3-aminoprop-1-yn-1-yl)-4-(4-(4-((9-chloro-7-(2-fluoro-6-methoxyphenyl)-5H-benzo[c]pyrimido[4,5-e]azepin-2-yl)amino)-2-methoxybenzamido)butanamido)benzoate NCC#CC1=C(C(=O)OC)C=CC(=C1)NC(CCCNC(C1=C(C=C(C=C1)NC=1N=CC2=C(C3=C(C(=NC2)C2=C(C=CC=C2OC)F)C=C(C=C3)Cl)N1)OC)=O)=O